(S)-2-amino-4-methyl-N-((S)-(methylamino)(oxo)(phenyl)-λ6-sulfanylidene)pentanamide N[C@H](C(=O)N=[S@](C1=CC=CC=C1)(=O)NC)CC(C)C